C(C=C)(=O)N1CC(CC1)C=1C=C(C=C2C=NC=NC12)C=1C=CC(=NC1)C(=O)NC1=CC(=CC=C1)C(F)(F)F 5-(8-(1-Acryloylpyrrolidin-3-yl)quinazolin-6-yl)-N-(3-(trifluoromethyl)phenyl)picolinamide